CN(CCOC1=C(NC2=CC=C(C=C2)C2=NC=CN=C2)C=C(C=C1)C1=NC2=C(N1)C=C(C=C2)C(F)(F)F)C 2-[2-(dimethylamino)ethoxy]-N-(4-pyrazin-2-ylphenyl)-5-[6-(trifluoromethyl)-1H-benzo[d]imidazol-2-yl]aniline